C(C)OC(CCC1=NN2C(CN(CC2)C(=O)OCC2=CC=CC=C2)=C1)=O benzyl 2-(3-ethoxy-3-oxopropyl)-6,7-dihydro-4H-pyrazolo[1,5-a]pyrazine-5-carboxylate